(6S,9R)-N-(5-chloro-2-fluoro-4-((6-fluoropyridin-3-yl)oxy)phenyl)-3-oxo-3,5,6,7,8,9-hexahydro-2H-6,9-methano-cyclohepta[c]pyridazine-10-carboxamide ClC=1C(=CC(=C(C1)NC(=O)C1[C@@H]2CC=3C(=NNC(C3)=O)[C@@H]1CC2)F)OC=2C=NC(=CC2)F